3',6'-bis(dibenzo[b,d]thiophen-1-yl)-4,4''-bis(3-methyl-9H-carbazol-9-yl)-5'-(pyridin-4-yl)-[1,1':2',1''-terphenyl]-4'-carbonitrile C1(=CC=CC=2SC3=C(C21)C=CC=C3)C3=C(C(=C(C(=C3C#N)C3=CC=NC=C3)C3=CC=CC=2SC1=C(C23)C=CC=C1)C1=CC=C(C=C1)N1C2=CC=CC=C2C=2C=C(C=CC12)C)C1=CC=C(C=C1)N1C2=CC=CC=C2C=2C=C(C=CC12)C